CN1N=CC2=CC(=CC=C12)C1CCC(CC1)OC[C@@H]1CNCC[C@@H]1NS(=O)(=O)C N-((3R,4S)-3-((((1s,4S)-4-(1-methyl-1H-indazol-5-yl)cyclohexyl)oxy)methyl)piperidin-4-yl)methanesulfonamide